2-fluoro-6-[(3,4-dimethoxybenzyl)amino]-9-(oxetan-2-yl)-9H-purine FC1=NC(=C2N=CN(C2=N1)C1OCC1)NCC1=CC(=C(C=C1)OC)OC